13-methyl-12-(2,3,6-trifluorophenyl)-18-oxa-5,9,14,26,28-pentaazahexacyclo[22.5.2.11,4.13,7.110,14.027,30]tetratriaconta-3(33),4,6,22,24,26,30-heptaene-8,29,32-trione CC1C(CC2NC(C3=CN=C4C(CC5(C(NC6=NC=C(C=CCCCOCCCN1C2=O)C=C56)=O)C4)=C3)=O)C3=C(C(=CC=C3F)F)F